3-(3,5-dichlorophenyl)-1-[(1-methyl-1H-pyrazol-4-yl)(oxan-4-yl)sulfamoyl]urea sodium salt [Na].ClC=1C=C(C=C(C1)Cl)NC(NS(N(C1CCOCC1)C=1C=NN(C1)C)(=O)=O)=O